1-octylnonyl 8-[[6-(1-ethylundecoxy)-6-oxo-hexyl]-(2-piperazin-1-ylethyl)amino]octanoate C(C)C(CCCCCCCCCC)OC(CCCCCN(CCCCCCCC(=O)OC(CCCCCCCC)CCCCCCCC)CCN1CCNCC1)=O